oxolan-2-yl-methanol O1C(CCC1)CO